FC(C)C=1C=CC(=NC1)CN(N(C1=NC=CC=N1)C)C(=O)OC(C)(C)C tert-butyl 1-((5-(1-fluoroethyl)pyridin-2-yl)methyl)-2-methyl-2-(pyrimidin-2-yl)hydrazinecarboxylate